C1(CC1)N1C=NC2=C1C=CC(=C2)C#CC2=NN(C1=C2C(=NC=C1)N)[C@@H]1CN[C@H](C1)COC 3-((1-cyclopropyl-1H-benzo[d]imidazol-5-yl)ethynyl)-1-((3s,5r)-5-(methoxymethyl)pyrrolidin-3-yl)-1H-pyrazolo[4,3-c]pyridin-4-amine